OCC(C)(C)N1C(NCC1)=O 1-(1-hydroxy-2-methylpropan-2-yl)imidazolin-2-one